3-(tert-butylsulfanyl)-1-(4-chlorobenzyl)-5-isopropyl-2-neopentyl-1H-indole C(C)(C)(C)SC1=C(N(C2=CC=C(C=C12)C(C)C)CC1=CC=C(C=C1)Cl)CC(C)(C)C